FC1=CC=C(C=C1)NC(=O)C1(CC1)C(=O)NC1=CC=C(OC2=CC=NC3=CC(=C(C=C23)C(=O)OC)OC)C=C1 methyl 4-[4-[[1-[(4-fluorophenyl)carbamoyl] cyclopropanecarbonyl]amino] phenoxy]-7-methoxyquinoline-6-carboxylate